ClC=1N(C=C(N1)C(=O)OCC)CC1=CC(=CC(=C1)F)F ethyl 2-chloro-1-(3,5-difluorobenzyl)-1H-imidazole-4-carboxylate